NC=1N=C(SC1C(C1=CC(=C(C=C1)C#N)F)=O)N(C1=CC=C(C=C1)F)[C@H](C(=O)N)C (S)-2-(N-[4-Amino-5-(4-cyano-3-fluorobenzoyl)thiazol-2-yl]-4-fluoroanilino)propanamid